11-(4-chlorothiophen-2-yl)-8-((3S,5R)-3,5-dimethylpiperazin-1-yl)-3-(pyrimidin-2-yloxy)-10-(trifluoromethyl)-3,4-dihydro-2H,6H-[1,4]thiazepino[2,3,4-ij]quinazolin-6-one ClC=1C=C(SC1)C1=C(C=C2C(=NC(N3C2=C1SCC(C3)OC3=NC=CC=N3)=O)N3C[C@@H](N[C@@H](C3)C)C)C(F)(F)F